1,3-bis(3-methyl-4-hydroxyphenyl)-5-ethyl-7-isopropyl-adamantane CC=1C=C(C=CC1O)C12CC3(CC(CC(C1)(C3)C(C)C)(C2)CC)C2=CC(=C(C=C2)O)C